COC1=C(C=C(C=C1)[N+](=O)[O-])C#CC 1-methoxy-4-nitro-2-(prop-1-yn-1-yl)benzene